C(OC(C=C)=O)([O-])=O Acryloyl Carbonate